ClC=1C=CC(N(C1)C(COC)C1=CN=C(S1)NC(OC(C)(C)C)=O)=C=O Tert-butyl (5-(1-(5-chloro-2-carbonylpyridin-1(2H)-yl)-2-methoxyethyl)thiazol-2-yl)carbamate